COC(C1=CC(=C(C=C1)NC=1C=C2CCC(NC2=CC1)=O)[N+](=O)[O-])=O 3-Nitro-4-((2-oxo-1,2,3,4-tetrahydroquinolin-6-yl)amino)benzoic acid methyl ester